Methanesulfonic acid 3-(1-ethyl-1H-1,2,4-triazol-3-yl)-4-methoxy-5-nitrophenylmethyl ester C(C)N1N=C(N=C1)C=1C=C(C=C(C1OC)[N+](=O)[O-])COS(=O)(=O)C